N-(4-((2-(1,1-difluoroethyl)-6-methylpyrimidin-4-yl)amino)-5-((2-methoxypyridin-4-yl)methoxy)pyridin-2-yl)acetamide FC(C)(F)C1=NC(=CC(=N1)NC1=CC(=NC=C1OCC1=CC(=NC=C1)OC)NC(C)=O)C